6-(4-fluorophenyl)-6-methylindolo[2,1-b]quinazolin-12(6H)-one FC1=CC=C(C=C1)C1(C2=CC=CC=C2N2C1=NC1=CC=CC=C1C2=O)C